2-hydroxy-2-(4-(trifluoromethyl)phenyl)acetamide OC(C(=O)N)C1=CC=C(C=C1)C(F)(F)F